OC1=CC(=C(C(=C1)C)NC(=O)C(=O)NC1=C(C=C(C=C1C)O)C)C N,N'-bis(4-hydroxy-2,6-dimethylphenyl)oxamide